FC(C1=CC(=CC(=N1)C1(CC(=NO1)C1=CC(=C(C(=O)OC)C=C1)C)C(F)(F)F)C(F)(F)F)F methyl 4-(5-(6-(difluoromethyl)-4-(trifluoromethyl)pyridin-2-yl)-5-(trifluoromethyl)-4,5-dihydroisoxazol-3-yl)-2-methylbenzoate